C=1NC(C=C2C1C1CCC(C2)N1)=O (±)-2,5,6,7,8,9-hexahydro-3H-6,9-epiminocyclohepta[c]pyridin-3-one